oleyl hentriacontanoate C(CCCCCCCCCCCCCCCCCCCCCCCCCCCCCC)(=O)OCCCCCCCC\C=C/CCCCCCCC